C(#N)C1=CC(=C(C=C1F)N1CCN(CC1)C(C(=O)N(C)C)C1=CC=CC=C1)F 2-(4-(4-Cyano-2,5-difluorophenyl)piperazin-1-yl)-N,N-dimethyl-2-phenylacetamide